CC=1C=C2C(NC(C2=CC1)=O)=CC1=CC=CC=C1 5-methyl-3-(benzylidene)isoindolin-1-one